NC1C2CN(CC12)C(=O)C1=NC(=CC=C1)C1=NC2=C(N1)C=CC=C2 (6-amino-3-azabicyclo[3.1.0]hex-3-yl)-[6-(1H-benzimidazol-2-yl)-2-pyridyl]methanone